4-(1-(1-acryloylpyrrolidin-3-yl)-5-aminoimidazo[1,5-c]pyrimidin-3-yl)-2-cyano-N-(4-cyclopropylpyridin-2-yl)benzamide C(C=C)(=O)N1CC(CC1)C=1N=C(N2C(=NC=CC21)N)C2=CC(=C(C(=O)NC1=NC=CC(=C1)C1CC1)C=C2)C#N